C(C)(C)(C)OC(=O)N(C(C)(C)C)CC=1N(C(=CN1)C1=CC=C(OC2=C(CN[C@@H](C)C(=O)O)C(=CC(=C2)Cl)F)C=C1)C (2-(4-(2-(((tert-butoxycarbonyl)(tert-butyl)amino)methyl)-1-methyl-1H-imidazol-5-yl)phenoxy)-4-chloro-6-fluorobenzyl)-L-alanine